Diisobutyl-phenoxyethoxyethyl-dimethyl-benzyl-ammonium C(C(C)C)C(C1=CC=CC=C1)([N+](C)(C)CCOCCOC1=CC=CC=C1)CC(C)C